((1R,4R)-4-(4-(((R)-1-(1,1-dioxo-2,3-dihydrobenzo[b]thiophen-4-yl)ethyl)Amino)-7-methoxy-2-methylquinazolin-6-yl)cyclohexyl)(piperazin-1-yl)methanone O=S1(C2=C(CC1)C(=CC=C2)[C@@H](C)NC2=NC(=NC1=CC(=C(C=C21)C2CCC(CC2)C(=O)N2CCNCC2)OC)C)=O